methyl (S)-3-(5-fluoro-1-methyl-2-oxo-1,2-dihydropyridin-4-yl)-2-methylpropanoate FC=1C(=CC(N(C1)C)=O)C[C@@H](C(=O)OC)C